4-(4-(bis(4-fluorophenyl)methyl)piperazin-1-yl)-6-bromo-1-(cyanomethyl)-2-oxo-1,2-dihydro-1,5-naphthyridine-3-carbonitrile FC1=CC=C(C=C1)C(N1CCN(CC1)C1=C(C(N(C2=CC=C(N=C12)Br)CC#N)=O)C#N)C1=CC=C(C=C1)F